C1(CC1)C1=NC(=NO1)C1(CCN(CC1)C(N[C@H]1C(CCC[C@@H]1N1CCN(CC1)C(C)C)(F)F)=S)C |r| rac-4-(5-cyclopropyl-1,2,4-oxadiazol-3-yl)-N-{(1R,6S)-2,2-difluoro-6-[4-(propan-2-yl)piperazin-1-yl]cyclohexyl}-4-methylpiperidine-1-thiocarboxamide